BrC1=C(C(=C(C=C1)NC(C(=O)OC)C)[N+](=O)[O-])F methyl 2-[(4-bromo-3-fluoro-2-nitrophenyl)amino]propanoate